Ethyl 2-(2-chloro-4-((5-oxo-4-(4-(trifluoromethyl) phenyl)-4,5-dihydro-1H-1,2,4-triazol-1-yl)methyl)phenoxy)-2-methylpropionate ClC1=C(OC(C(=O)OCC)(C)C)C=CC(=C1)CN1N=CN(C1=O)C1=CC=C(C=C1)C(F)(F)F